[N+](=O)([O-])C=1C(=C(C(=CC1)C(=O)O)C1=CC=CC=C1)[N+](=O)[O-] dinitro-2,2'-biphenylic acid